C(CCCCCCCC)OCOCCCC(CC(C)[Mg]Cl)C 6-nonyloxymethoxy-1,3-dimethylhexylmagnesium chloride